N-(2-(diphenylphosphino)phenyl)benzamide C1(=CC=CC=C1)P(C1=C(C=CC=C1)NC(C1=CC=CC=C1)=O)C1=CC=CC=C1